2-((3-((3,4-dimethoxyphenyl)imino)-2-methylcyclohex-1-en-1-yl)amino)acetamide COC=1C=C(C=CC1OC)N=C1C(=C(CCC1)NCC(=O)N)C